2-[4-(4-chlorophenyl)-1H-imidazol-1-yl]-N-(pyridin-4-yl)acetamide ClC1=CC=C(C=C1)C=1N=CN(C1)CC(=O)NC1=CC=NC=C1